BrC=1C(=CC(=NC1)NC(OC(C)(C)C)=O)OCCC tert-Butyl (5-bromo-4-propoxypyridin-2-yl)carbamate